9-[(2S)-2-[(tert-butoxycarbonyl)amino]-4-carbamoylbutoxy]nonanoic acid C(C)(C)(C)OC(=O)N[C@H](COCCCCCCCCC(=O)O)CCC(N)=O